bis(2,4,6-trimethylbenzoyl)-2,5-diethylphenyl-phosphine oxide CC1=C(C(=O)P(C2=C(C=CC(=C2)CC)CC)(C(C2=C(C=C(C=C2C)C)C)=O)=O)C(=CC(=C1)C)C